4-Benzyloxy-2-chloro-6-vinyl-pyridine C(C1=CC=CC=C1)OC1=CC(=NC(=C1)C=C)Cl